ClC=1C=C2C(C(=C(OC2=CC1)C(=O)NCCCN(C)C)C(C1=CC(=C(C=C1)OC)OC)=O)=O 6-Chloro-N-(3-(dimethylamino)propyl)-3-(3,4-dimethoxybenzoyl)-4-oxo-4H-chromene-2-carboxamide